CC(C[C@H]1[C@@H](C[C@H]2N(CCC3=CC(=C(C=C23)OC)OCC23CC(C2)(C3)C(F)(F)F)C1)O)(C)C (2R,3R,11bR)-3-(2,2-dimethylpropyl)-10-methoxy-9-{[3-(trifluoromethyl)bicyclo[1.1.1]pentan-1-yl]methoxy}-1H,2H,3H,4H,6H,7H,11bH-pyrido[2,1-a]isoquinolin-2-ol